FC1=C(C=C(C(=C1)CN1C(=NC=2C(=NC=3N=C(C=CC3C21)OC)C)C)F)S(=O)(=O)N 2,5-difluoro-4-((7-methoxy-2,4-dimethyl-1H-imidazo[4,5-c][1,8]naphthyridin-1-yl)methyl)-benzenesulfonamide